(2S,4S)-1-tert-butoxycarbonyl-4-[[6-[1-[2-ethoxy-3-(methylamino)propyl]-2-methyl-imidazo[4,5-b]pyridin-7-yl]-2-pyridyl]amino]pyrrolidine-2-carboxylic acid C(C)(C)(C)OC(=O)N1[C@@H](C[C@@H](C1)NC1=NC(=CC=C1)C1=C2C(=NC=C1)N=C(N2CC(CNC)OCC)C)C(=O)O